5-((2-isopropyl-1,4-diazepan-1-yl)sulfonyl)isoquinolin-1-ol tert-butyl-((2S)-1-((1-((3,5-di-methoxybenzyl)amino)-2-hydroxy-1-oxopentan-3-yl)amino)-4-methyl-1-oxopentan-2-yl)carbamate C(C)(C)(C)N(C(=O)OC1=NC=CC2=C(C=CC=C12)S(=O)(=O)N1C(CNCCC1)C(C)C)[C@H](C(=O)NC(C(C(=O)NCC1=CC(=CC(=C1)OC)OC)O)CC)CC(C)C